The molecule is a monochloropyridine that is 2,5-dioxo-2,5-dihydropyridine which is substituted at positions 3 and 6 by a hydroxy group and a chlorine, respectively. It is an enol, a monohydroxypyridine, a monochloropyridine and a pyridone. It is a conjugate acid of a 6-chloro-2,5-dioxo-2,5-dihydropyridin-3-olate. C1=C(C(=NC(=O)C1=O)Cl)O